BrC1=CC=C(C=C1)NC1=NC=NC2=CC=C(C=C12)NC(CC1=C(C(=O)NO)C=CC=C1)=O (2-((4-((4-bromophenyl)amino)quinazolin-6-yl)amino)-2-oxoethyl)-N-hydroxybenzamide